(S)-(7-(3,4-dimethoxyphenyl)pyrazolo[1,5-a]pyrimidin-2-yl)(3-propylpiperazin-1-yl)methanone COC=1C=C(C=CC1OC)C1=CC=NC=2N1N=C(C2)C(=O)N2C[C@@H](NCC2)CCC